(R)-4-(4-((1-(3-(1,1-difluoro-2-hydroxy-2-methylpropyl)-2-fluorophenyl)ethyl)amino)-7-methoxy-2-methylpyrido[2,3-d]pyrimidin-6-yl)thiomorpholine 1,1-dioxide FC(C(C)(C)O)(F)C=1C(=C(C=CC1)[C@@H](C)NC=1C2=C(N=C(N1)C)N=C(C(=C2)N2CCS(CC2)(=O)=O)OC)F